vanadium(V) oxide trichloride [Cl-].[Cl-].[Cl-].[O-2].[V+5]